C(C)(=O)O[C@H]1[C@H](N(C[C@@H]1OC(=O)OC(C)(C)C)C(=O)OC(C)(C)C)CC1=CC=C(C=C1)C1=CN2C(S1)=NC=C2 tert-butyl (2R,3S,4S)-3-(acetyloxy)-4-[(tert-butoxycarbonyl)oxy]-2-[(4-{imidazo[2,1-b][1,3]thiazol-2-yl}phenyl)methyl]pyrrolidine-1-carboxylate